C(#N)C1=CC=C(C2=CC=CC=C12)COC1=CC=CC(=N1)C1CCN(CC1)CC1=NC2=C(N1C[C@H]1OCC1)C=C(C=C2)C(=O)O (S)-2-((4-(6-((4-cyanonaphthalen-1-yl)methoxy)pyridin-2-yl)piperidine-1-yl)methyl)-1-(oxetan-2-ylmethyl)-1H-benzo[d]imidazole-6-carboxylic acid